N-((5-(2-((2-methylquinazolin-4-yl)thio)acetyl)thiophen-2-yl)methyl)acetamide CC1=NC2=CC=CC=C2C(=N1)SCC(=O)C1=CC=C(S1)CNC(C)=O